(2R,3S,5R)-5-(6-amino-2-fluoro-9H-purin-9-yl)-2-ethynyl-2-((octanoyloxy)methyl)tetra-hydrofuran-3-yl octanoate C(CCCCCCC)(=O)O[C@@H]1[C@](O[C@H](C1)N1C2=NC(=NC(=C2N=C1)N)F)(COC(CCCCCCC)=O)C#C